N-(3-(S-methylsulfonimidoyl)phenyl)-3-(6-azaspiro[2.5]octan-6-yl)-6-(trifluoromethyl)pyridazine-4-carboxamide CS(=O)(=N)C=1C=C(C=CC1)NC(=O)C1=C(N=NC(=C1)C(F)(F)F)N1CCC2(CC2)CC1